2,7-dimethyl-5-[2-(oxan-2-yl)pyrazolo[4,3-d][1,3]thiazol-5-yl]indazole CN1N=C2C(=CC(=CC2=C1)C=1SC=2C(N1)=CN(N2)C2OCCCC2)C